N-(2-benzoyl-4-nitrophenyl)-N-methylnitrosamide C(C1=CC=CC=C1)(=O)C1=C(C=CC(=C1)[N+](=O)[O-])N(N=O)C